C([C@@H](C(=O)NCC(=O)O)N)SN=O The molecule is a dipeptide resulting from the formal condensation of the carboxylic acid group of S-nitroso-L-cysteine with the amino group of glycine. It is a dipeptide, a nitroso compound and a nitrosothio compound.